ClC=1C(N(C(=CC1OC([2H])([2H])C1=C(C=C(C=C1)F)F)C)C1=CC(=NC=C1C)N1N=C(C(=C1)F)C(C)(C)NC(C)=O)=C=O N-(2-(1-(3-chloro-4-((2,4-difluorophenyl)methoxy-d2)-5',6-dimethyl-2-carbonyl-2H-[1,4'-bipyridyl]-2'-yl)-4-fluoro-1H-pyrazol-3-yl)propan-2-yl)acetamide